5-bromo-3-isopropoxypyridin-2-amine BrC=1C=C(C(=NC1)N)OC(C)C